4-(3,5-difluorophenoxy)-7-morpholinosulfonyl-indan-1-ol FC=1C=C(OC2=C3CCC(C3=C(C=C2)S(=O)(=O)N2CCOCC2)O)C=C(C1)F